CNC1CC(C1)C1=CC=CC=C1 N-methyl-3-phenylcyclobutan-1-amine